2-[3-[4-[8-chloro-7-[(2-methyl-3H-benzimidazol-5-yl)oxy]quinoxalin-2-yl]pyrazol-1-yl]-1-ethylsulfonyl-azetidin-3-yl]acetonitrile ClC=1C(=CC=C2N=CC(=NC12)C=1C=NN(C1)C1(CN(C1)S(=O)(=O)CC)CC#N)OC1=CC2=C(N=C(N2)C)C=C1